1-chloro-N,N-dimethylcyclopropyl-formamide diethyl-(4-(5-(trifluoromethyl)-1,3,4-oxadiazol-2-yl)benzyl)phosphonate C(C)OP(OCC)(=O)CC1=CC=C(C=C1)C=1OC(=NN1)C(F)(F)F.ClC1(CC1)C(=O)N(C)C